O[C@@H]1CS(C=C1)(=O)=O (S)-3-hydroxy-2,3-dihydrothiophene 1,1-dioxide